C(C)(C)(C)C1=NOC(=N1)C(=O)N[C@H](C)C1=C(C=C(C=C1)C=1C2=C(N=CN1)NC(=C2)C=2C(=NN(C2C)C2CCNCC2)C)C (R)-3-(tert-butyl)-N-(1-(4-(6-(3,5-dimethyl-1-(piperidin-4-yl)-1H-pyrazol-4-yl)-7H-pyrrolo[2,3-d]pyrimidin-4-yl)-2-methylphenyl)ethyl)-1,2,4-oxadiazole-5-carboxamide